4-ETHOXY-3-METHYLPHENYLBORONIC ACID C(C)OC1=C(C=C(C=C1)B(O)O)C